BrC1=NC=C(C=C1OC)OC1CCN(CC1)CC(F)(F)F 2-bromo-3-methoxy-5-((1-(2,2,2-trifluoroethyl)piperidin-4-yl)oxy)pyridine